5-(1-hydroxybut-3-enyl)-2-(2-trimethylsilylethoxymethyl)pyrazole-3-carboxylic acid ethyl ester C(C)OC(=O)C=1N(N=C(C1)C(CC=C)O)COCC[Si](C)(C)C